FC=1C=C2C=C(C=NC2=CC1F)NC1=NC(=NC=C1)NC=1C=C(C(=NC1)N1CC(NCC1)C(C)(C)O)OC 2-(4-{5-[4-(6,7-difluoro-3-quinolylamino)-2-pyrimidinylamino]-3-methoxy-2-pyridyl}-2-piperazinyl)-2-propanol